5,7-dihydroxy-2-ethyl-chromone OC1=C2C(C=C(OC2=CC(=C1)O)CC)=O